FC1=CC=C(C=C1)C1CC(CC1)O 3-(4-fluorophenyl)cyclopentanol